(R)-7-(4-cyclopropyl-1H-imidazol-1-yl)-6-fluoro-2-(6-(4-(1-hydroxypropan-2-yl)-4H-1,2,4-triazol-3-yl)pyridin-2-yl)-3,4-dihydroisoquinolin-1(2H)-one C1(CC1)C=1N=CN(C1)C1=C(C=C2CCN(C(C2=C1)=O)C1=NC(=CC=C1)C1=NN=CN1[C@@H](CO)C)F